NCC1(CCC1)NC1CC1 1-(aminomethyl)-N-cyclopropylcyclobutane-1-amine